NC1=C(C(=O)O)C=CC=C1OCC amino-3-ethoxy-benzoic acid